C1(=CC(=CC=C1)CCCN)CCCN m-benzenedipropaneamine